propylphenethyl-phosphinic acid C(CC)P(O)(=O)CCC1=CC=CC=C1